ClC1=C(C=C(OCC(=O)NC2CCN(CC2)C=2OC(=NN2)CCCC(F)(F)F)C=C1)F 2-(4-Chloro-3-fluorophenoxy)-N-{1-[5-(4,4,4-trifluorobutyl)-1,3,4-oxadiazol-2-yl]piperidin-4-yl}acetamide